C(C=CC1=CC=CC=C1)N[S@](=O)C(C)(C)C (R)-N-cinnamyl-2-methylpropan-2-sulfinamide